(S)-4-((1-((4-fluorophenyl)amino)-1-oxopropan-2-yl)oxy)benzoic acid FC1=CC=C(C=C1)NC([C@H](C)OC1=CC=C(C(=O)O)C=C1)=O